[C].N1CCCC1 tetrahydropyrrole carbon